(hydroxymethyl)-2-(1H-indol-1-yl)tetrahydro-2H-pyran-3-yl 1H-pyrrole-2-carboxylate N1C(=CC=C1)C(=O)OC1C(OCCC1)(N1C=CC2=CC=CC=C12)CO